bisdiethyl-phosphinic acid titanium salt [Ti+2].C(C)P([O-])(=O)CC.C(C)P([O-])(=O)CC